3-(4H-imidazol-2-yl)-N-[2-(1H-imidazol-5-yl)ethyl]prop-2-enamide N=1C(=NCC1)C=CC(=O)NCCC1=CN=CN1